methyl ((E)-3-(5-((2-(2-methyl-1H-indol-3-yl) ethyl) amino)-5,6,7,8-tetrahydronaphthalen-2-yl) acrylate) CC=1NC2=CC=CC=C2C1CCNC1C=2C=CC(=CC2CCC1)/C=C/C(=O)OC